10-(3-tert-butylphenyl)-6-(2,6-dimethylphenyl)-12-methyl-2,2-dioxo-9-oxa-2λ6-thia-3,5,12,19-tetrazatricyclo[12.3.1.14,8]nonadeca-1(18),4(19),5,7,14,16-hexaen-13-one C(C)(C)(C)C=1C=C(C=CC1)C1OC2=CC(=NC(NS(C=3C=CC=C(C(N(C1)C)=O)C3)(=O)=O)=N2)C2=C(C=CC=C2C)C